4-(4-(3,8-diazabicyclo[3.2.1]octan-3-yl)-6,8-difluoro-2-(((2R,7aS)-2-fluorotetrahydro-1H-pyrrolizin-7a(5H)-yl)methoxy)-5-methoxyquinazolin-7-yl)-5-fluoronaphthalen-2-ol C12CN(CC(CC1)N2)C2=NC(=NC1=C(C(=C(C(=C21)OC)F)C2=CC(=CC1=CC=CC(=C21)F)O)F)OC[C@]21CCCN1C[C@@H](C2)F